ClC=1C=C(C=C(C1C)CN1CCN(CC1)C)NC(OC1=CC=CC=C1)=O phenyl (3-chloro-4-methyl-5-((4-methylpiperazin-1-yl)methyl)phenyl)carbamate